C(C)C1=C(C=CC=C1F)NC(=S)C=1C(NCCC1O)=O N-(2-ethyl-3-fluorophenyl)-4-hydroxy-2-oxo-1,2,5,6-tetrahydropyridine-3-carbothioamide